(S)-N-(2-(6,6-dimethyl-4,5,6,7-tetrahydro-1H-indazol-3-yl)-5-fluoro-1H-indol-6-yl)-N-methyl-2-(piperazin-1-yl)propenamide CC1(CCC=2C(=NNC2C1)C=1NC2=CC(=C(C=C2C1)F)N(C(C(=C)N1CCNCC1)=O)C)C